2-(N-(4-(1-(8-(4,4-difluoropiperidin-1-yl)quinolin-6-yl)-1H-1,2,3-triazol-4-yl)-3-(6-azaspiro[2.5]octan-6-yl)phenyl)sulfamoyl)ethyl(tert-butoxycarbonyl)alaninate FC1(CCN(CC1)C=1C=C(C=C2C=CC=NC12)N1N=NC(=C1)C1=C(C=C(C=C1)NS(=O)(=O)CCN([C@@H](C)C(=O)[O-])C(=O)OC(C)(C)C)N1CCC2(CC2)CC1)F